Tert-butyl (2-(benzylthio)pyridin-4-yl)carbamate C(C1=CC=CC=C1)SC1=NC=CC(=C1)NC(OC(C)(C)C)=O